(S)-2-(1-cyclopropyl-7-methyl-4-oxo-1,4-dihydro-5H-pyrazolo[3,4-d]pyridazin-5-yl)-N-(1-(4-(trifluoromethyl)phenyl)ethyl)acetamide C1(CC1)N1N=CC2=C1C(=NN(C2=O)CC(=O)N[C@@H](C)C2=CC=C(C=C2)C(F)(F)F)C